BrC1=CC=C(C=C1)N1N=CC(=C1)CC(=O)O 2-[1-(4-bromophenyl)pyrazol-4-yl]Acetic acid